[2H][Al-]([2H])([2H])[2H] tetradeuterioalumanuide